[Si](C1=CC=CC=C1)(C1=CC=CC=C1)(C(C)(C)C)O[C@@H]1C[C@@H](NC1)COC(C1=CC=CC=C1)=O.CC(C)(C)C(=O)O 2-methylpropan-2-yl-carboxylate ((2R,4R)-4-((tert-Butyldiphenylsilyl)oxy)pyrrolidin-2-yl)methyl-benzoate